4-(4'-((1S,2r)-2-(2-hydroxyethoxy)cyclopropyl)-[1,1'-biphenyl]-4-yl)-2-(2-((S)-1-hydroxyethyl)-1H-imidazol-1-yl)but-3-en-1-ol OCCO[C@H]1[C@@H](C1)C1=CC=C(C=C1)C1=CC=C(C=C1)C=CC(CO)N1C(=NC=C1)[C@H](C)O